N-(trans-4-hydroxy-4-methylcyclohexyl)-4-(7-methyl-1H-pyrrolo[3,2-c]pyridin-4-yl)benzamide OC1(CCC(CC1)NC(C1=CC=C(C=C1)C1=NC=C(C2=C1C=CN2)C)=O)C